2-[4-[8-chloro-7-[(2-methyl-3H-benzimidazol-5-yl)oxy]quinoxalin-2-yl]pyrazol-1-yl]-1-(3-fluoropyrrolidin-1-yl)ethanone ClC=1C(=CC=C2N=CC(=NC12)C=1C=NN(C1)CC(=O)N1CC(CC1)F)OC1=CC2=C(N=C(N2)C)C=C1